5-[[5-amino-3-[4-[(E)-2-cyanovinyl]anilino]-1,2,4-triazol-1-yl]sulfonyl]naphthalene-2-carbonitrile NC1=NC(=NN1S(=O)(=O)C1=C2C=CC(=CC2=CC=C1)C#N)NC1=CC=C(C=C1)\C=C\C#N